BrC=1C=C(C=2N(C1)C(=C(N2)CC)N(C)C=2SC=C(N2)C2=CC=C(C=C2)F)C (6-Bromo-2-ethyl-8-methyl-imidazo[1,2-a]pyridin-3-yl)-[4-(4-fluoro-phenyl)-thiazol-2-yl]-methyl-amine